(2S,6R)-2-(benzyloxymethyl)-6-methyl-morpholine-4-carboxylic acid tert-butyl ester C(C)(C)(C)OC(=O)N1C[C@H](O[C@@H](C1)C)COCC1=CC=CC=C1